ClC1=C(C(=CC=C1Cl)O)[C@H]1C[C@H]2CO[C@@H](C(N2C1)=O)CO (3R,7R,8aS)-7-(2,3-dichloro-6-hydroxyphenyl)-3-(hydroxymethyl)-hexahydropyrrolo[2,1-c][1,4]oxazin-4-one